C(C)(=O)NC(C)(C)C1=C(C=CC(=N1)NC(=O)C1CC1)C1=COC=C1 N-(6-(2-acetamidopropan-2-yl)-5-(furan-3-yl)pyridin-2-yl)cyclopropanecarboxamide